isocyanatopropyl-triethoxysilane N(=C=O)CCC[Si](OCC)(OCC)OCC